O.O.C(CCC(=O)C)(=O)[O-].[Ca+2].C(CCC(=O)C)(=O)[O-] Calcium levulinate dihydrate